(tert-butyl carbamoyl)-3-azabicyclo[3.1.0]hexane-3-carboxylate C(C)(C)(C)NC(=O)OC(=O)N1CC2CC2C1